N[C@@H]1[C@H](CC[C@@H](C1)C1=CC(=CC=C1)C(F)(F)F)NC(OC(C)(C)C)=O tert-butyl ((1S,2S,4S)-2-amino-4-(3-(trifluoromethyl)-phenyl)cyclohexyl)carbamate